(S)-N-((1S)-6-fluoro-1-(2-(2,4,6-trioxo-1-(tetrahydro-2H-pyran-4-yl)hexahydropyrimidin-5-yl)ethyl)-2,3-dihydro-1H-inden-1-yl)-2-methylpropane-2-sulfinamide FC1=CC=C2CC[C@](C2=C1)(CCC1C(NC(N(C1=O)C1CCOCC1)=O)=O)N[S@@](=O)C(C)(C)C